Cl.Cl.FC(C1=CC=C(C=N1)N)F 6-(difluoromethyl)pyridin-3-amine dihydrochloride